1-[(4-bromo-2-methyl-phenyl)methyl]-4-(2,2-dimethylpropyl)piperazin-2-one BrC1=CC(=C(C=C1)CN1C(CN(CC1)CC(C)(C)C)=O)C